COC(C1=CC=C(C=C1)O[C@@H]1CN(CC1)CCCF)=O (S)-4-((1-(3-fluoropropyl)pyrrolidin-3-yl)oxy)benzoic acid methyl ester